N1(CCCCC1)CC1=CC=C(O1)C(=O)O 5-(piperidin-1-ylmethyl)furan-2-carboxylic acid